3-[[3-(3,5-dichlorophenyl)phenyl]sulfonylamino]benzoic acid ClC=1C=C(C=C(C1)Cl)C=1C=C(C=CC1)S(=O)(=O)NC=1C=C(C(=O)O)C=CC1